BrC=1C=C2C3(CN(C2=CC1)C(=O)C=1C=C(C=CC1)S(=O)(=O)NC1(CC1)C)CCC1(CC3)CC1 3-(5''-bromodispiro[cyclopropane-1,1'-cyclohexane-4',3''-indoline]-1''-carbonyl)-N-(1-methylcyclopropyl)benzenesulfonamide